4-((2'S,3S,4'S,5'R)-1-(6-aminohexyl)-5-chloro-4'-(2-chlorophenyl)-2'-neopentylspiro[Indoline-3,3'-pyrrolidine]-5'-carboxamido)-3-methoxybenzoic acid NCCCCCCN1C[C@@]2([C@@H](N[C@H]([C@@H]2C2=C(C=CC=C2)Cl)C(=O)NC2=C(C=C(C(=O)O)C=C2)OC)CC(C)(C)C)C2=CC(=CC=C12)Cl